(E)-7-(6-bromo-2-ethylpyridin-3-yl)-7-oxohept-2-enoic acid methyl ester COC(\C=C\CCCC(=O)C=1C(=NC(=CC1)Br)CC)=O